C(C)(C)[C@@H]1C2=C(C3=CC(C(=CN13)C(=O)O)=O)N=C(C=C2)OC (R)-5-isopropyl-2-methoxy-9-oxo-5,9-dihydropyrido[2,3-a]indolizine-8-carboxylic acid